ClC1=CC=C(OC2=CC=C(C(=N2)C(F)(F)F)C(O)(CN2N=CN=C2)C)C=C1 6-(4-chlorophenoxy)-α-methyl-α-(1H-1,2,4-triazol-1-ylmethyl)-2-(trifluoromethyl)-3-pyridinemethanol